OCCN1N=CC(=C1)NC1=NC=CC(=N1)C=1C=CC2=C(CCCC[C@H]2NC(=O)N2CC(C2)OC(C)C)C1 (R)-N-(2-(2-((1-(2-hydroxyethyl)-1H-pyrazol-4-yl)amino)pyrimidin-4-yl)-6,7,8,9-tetrahydro-5H-benzo[7]annulen-5-yl)-3-isopropoxyazetidine-1-carboxamide